BrC1=CC2=C(C(NC3=C(O2)C=C(C=C3)C)=O)C=C1 3-bromo-7-methyl-dibenzo[b,f][1,4]Oxazepin-11(10H)-one